OC(CN1N=CC(=C1)C1=C(C=2C(=NC=C3C2N(C(N3C)=O)C(C)C)N1)C1=CC=3CNCCC3S1)(C)C 7-(1-(2-hydroxy-2-methylpropyl)-1H-pyrazol-4-yl)-1-isopropyl-3-methyl-8-(4,5,6,7-tetrahydrothieno[3,2-c]pyridin-2-yl)-3,6-dihydroimidazo[4,5-d]pyrrolo[2,3-b]pyridin-2(1H)-one